methyl 2-(3-bromophenyl)-8-hydroxy-2,7,7-trimethyloctanoate BrC=1C=C(C=CC1)C(C(=O)OC)(CCCCC(CO)(C)C)C